C(C#C)OC1=CC=C(C=C2C(C=3C=CC(=CC3CC2)C(=O)O)=O)C=C1 6-(4-(prop-2-yn-1-yloxy)benzylidene)-5-oxo-5,6,7,8-tetrahydronaphthalene-2-carboxylic acid